3-(2-chloro-3-(5-fluoro-6-(5-oxo-4-azaspiro[2.5]octan-4-yl)pyridin-3-yl)phenyl)piperidine-2,6-dione ClC1=C(C=CC=C1C=1C=NC(=C(C1)F)N1C2(CC2)CCCC1=O)C1C(NC(CC1)=O)=O